bromo-2-(4-methoxybenzyl)isoindolin-1-one BrC1N(C(C2=CC=CC=C12)=O)CC1=CC=C(C=C1)OC